C1(CC1)CN1SC2=C(C1)C(=C(C=C2)F)C 2-(cyclopropylmethyl)-5-fluoro-4-methylbenzo[d]isothiazole